C(C)N1C(COC(C1)CO)=O 4-ethyl-6-(hydroxymethyl)morpholin-3-one